N-(tetrahydro-2H-pyran-4-yl)-2-(2-(2,2,2-trifluoroethylamino)pyridin-4-yl)-1H-pyrrolo[3,2-c]pyridin-6-amine O1CCC(CC1)NC1=CC2=C(C=N1)C=C(N2)C2=CC(=NC=C2)NCC(F)(F)F